4-(thiophen-3-yl)-9-(β-D-ribofuranosyl)-9H-pyrido[2',3':4,5]pyrrolo[2,3-d]pyrimidine S1C=C(C=C1)C=1C2=C(N=CN1)N(C1=C2N=CC=C1)[C@H]1[C@H](O)[C@H](O)[C@H](O1)CO